2-(2-(2-bromo-5-chlorobenzylidene)hydrazino)-1-(2-vinylphenyl)ethanone BrC1=C(C=NNCC(=O)C2=C(C=CC=C2)C=C)C=C(C=C1)Cl